FC1(CCN(CC1)C(=O)OC(C)(C)C)CCN1C=NC2=CC=C(C=C2C1=O)O tert-butyl 4-fluoro-4-[2-(6-hydroxy-4-oxo-quinazolin-3-yl)ethyl]piperidine-1-carboxylate